N-[(5-methoxy-2-thienyl)methyl]-1-[2-(1-piperidinyl)-4-pyridinyl]-methanamine COC1=CC=C(S1)CNCC1=CC(=NC=C1)N1CCCCC1